ClC1=CC=C(C2=C1C=C(O2)F)COC2=CC=CC(=N2)C2CCC(CC2)CC2=NC1=C(N2C[C@H]2OCC2)C=C(C=C1)C(=O)OC methyl 2-(((1s,4R)-4-(6-((4-chloro-2-fluorobenzofuran-7-yl)methoxy)pyridin-2-yl)cyclohexyl)methyl)-1-(((S)-oxetan-2-yl)methyl)-1H-benzo[d]imidazole-6-carboxylate